amino-1,5-benzenedicarboxylic acid NC1=C(C=C(C=C1)C(=O)O)C(=O)O